2-(6-fluoropyridin-3-yl)-N-(5-methyl-1-(tetrahydro-2H-pyran-2-yl)-1H-pyrazol-3-yl)furo[3,2-d]pyrimidin-4-amine FC1=CC=C(C=N1)C=1N=C(C2=C(N1)C=CO2)NC2=NN(C(=C2)C)C2OCCCC2